1-(trans-3-methoxycyclobutyl)-3-methyl-8-(6-((R)-1-(2-(pyrrolidin-1-yl)ethoxy)ethyl)pyridin-3-yl)-1,3-dihydro-2H-imidazo[4,5-c]cinnolin-2-one CO[C@@H]1C[C@H](C1)N1C(N(C=2N=NC=3C=CC(=CC3C21)C=2C=NC(=CC2)[C@@H](C)OCCN2CCCC2)C)=O